4-dibenzylamino-3-methylbenzaldehyde-N,N-diphenylhydrazone C1(=CC=CC=C1)N(N=CC1=CC(=C(C=C1)N(CC1=CC=CC=C1)CC1=CC=CC=C1)C)C1=CC=CC=C1